[F-].C(CCCC)[NH+]1C(=CC=C1)CC 1-pentyl-2-ethylpyrrolium fluoride